FC1=C(C=CC(=C1)OC)C(C=CC1=CC(=C(C=C1)OC)O)=O 1-(2-Fluoro-4-methoxyphenyl)-3-(3-hydroxy-4-methoxyphenyl)prop-2-en-1-one